COCCS(=O)(=O)C1=C(SC=C1)C(=O)NCC1=CC=C(C=C1)C(F)(F)F ((2-methoxyethyl)sulfonyl)-N-(4-(trifluoromethyl)benzyl)thiophene-2-carboxamide